ClC=1C(=C(NC=2C3=C(N=CN2)C=CC(=N3)O[C@@H]3CN(CC3)C(=O)OC(C)(C)C)C=CC1OC1CC3(CC3)C1)F tert-Butyl (3S)-3-[4-(3-chloro-2-fluoro-4-spiro[2.3]hexan-5-yloxy-anilino)pyrido[3,2-d]pyrimidin-6-yl]oxypyrrolidine-1-carboxylate